C(C)C1=CC=C(C=C1)CC(C=O)(C)C 3-(4-ETHYLPHENYL)-2,2-DIMETHYLPROPANAL